C(#N)C1=CC=C(C2=C1C(=CO2)C)COC2=CC=CC(=N2)C=2CCN(CC2)CC2=NC1=C(N2C[C@H]2OCC2)C=C(C=C1)C(=O)O (S)-2-((6-((4-cyano-3-methylbenzofuran-7-yl)methoxy)-3',6'-dihydro-[2,4'-bipyridyl]-1'(2'H)-yl)methyl)-1-(oxetan-2-ylmethyl)-1H-benzo[d]imidazole-6-Carboxylic acid